Benzyl-N-(4-chloro-2,5-dimethoxyphenyl)-4-ethoxybenzenesulfonamide C(C1=CC=CC=C1)C1=C(C=CC(=C1)OCC)S(=O)(=O)NC1=C(C=C(C(=C1)OC)Cl)OC